tert-Butyl 2-(4-chloro-3,5-dimethylphenyl)-3-(2-oxo-1H-imidazol-3-yl)-6,7-dihydro-4H-pyrazolo[4,3-c]pyridine-5-carboxylate ClC1=C(C=C(C=C1C)N1N=C2C(CN(CC2)C(=O)OC(C)(C)C)=C1N1C(NC=C1)=O)C